1-bromo-3-fluoro-5-(5-(methoxymethoxy)hept-6-en-1-yn-1-yl)benzene BrC1=CC(=CC(=C1)C#CCCC(C=C)OCOC)F